biphenol phosphorus chloride P(Cl)(Cl)Cl.C=1(C(=CC=CC1)C=1C(=CC=CC1)O)O